2-([1,1'-biphenyl]-4-yl)-4-(6-chloro-[1,1'-biphenyl]-3-yl)-6-(3-(naphtho[2,1-b]benzofuran-5-yl)phenyl)pyrimidine C1(=CC=C(C=C1)C1=NC(=CC(=N1)C=1C=C(C(=CC1)Cl)C1=CC=CC=C1)C1=CC(=CC=C1)C1=CC=2OC3=C(C2C=2C=CC=CC12)C=CC=C3)C3=CC=CC=C3